2-hydroxy-2-(6-(2-(3-(trifluoromethyl)benzyl)-2H-tetrazol-5-yl)pyridin-2-yl)propane-1-sulfonamide OC(CS(=O)(=O)N)(C)C1=NC(=CC=C1)C=1N=NN(N1)CC1=CC(=CC=C1)C(F)(F)F